FC1([C@@H](CN2C(N(C[C@@H]21)C2=NOC1=C2C(=C(C=C1)F)C1=C(C=C(C=C1F)F)F)=O)NS(=O)(=O)C)F N-{(6R,7aR)-7,7-Difluoro-2-[5-fluoro-4-(2,4,6-trifluorophenyl)-1,2-benzoxazol-3-yl]-3-oxohexahydro-1H-pyrrolo[1,2-c]imidazol-6-yl}methanesulfonamide